2-(5-bromo-3-((5S,6S)-3-oxo-5,6-diphenyl-3,4,5,6-tetrahydropyrazin-2-yl)-1H-indol-1-yl)acethydrazide BrC=1C=C2C(=CN(C2=CC1)CC(=O)NN)C1=N[C@H]([C@@H](NC1=O)C1=CC=CC=C1)C1=CC=CC=C1